buta-2,3-dien-1-ol C(C=C=C)O